2-methylpyrimido[5,4-d]pyrimidin-4(3H)-one CC=1NC(C2=C(N1)C=NC=N2)=O